[2-fluoro-4-[(5R)-5-(triazol-1-ylmethyl)-4,5-dihydroisoxazol-3-yl]phenyl]boronic acid FC1=C(C=CC(=C1)C1=NO[C@H](C1)CN1N=NC=C1)B(O)O